2,2'-Dinitro-1,1'-biphenyl [N+](=O)([O-])C1=C(C=CC=C1)C1=C(C=CC=C1)[N+](=O)[O-]